2-hexacosanoyl-sn-glycero-3-phospho-L-serine C(CCCCCCCCCCCCCCCCCCCCCCCCC)(=O)O[C@H](CO)COP(=O)(O)OC[C@H](N)C(=O)O